NC=1C=C(C=CC1)N1C(C(=CC2=C1N=C(N=C2)NC=2C(=NN(C2)C)Cl)OC2=C(C=C(C=C2)F)F)=O 8-(3-aminophenyl)-2-((3-chloro-1-methyl-1H-pyrazol-4-yl)amino)-6-(2,4-difluorophenoxy)pyrido[2,3-d]pyrimidin-7(8H)-one